CC1=NC=C(C=C1NC(=O)C=1N=NN2C1C=CC(=C2)C=2C=NN(C2)C)NC(CN2[C@H]1CO[C@@H](C2)C1)=O N-[2-methyl-5-[[2-[(1R,4R)-2-oxa-5-azabicyclo[2.2.1]heptan-5-yl]acetyl]amino]-3-pyridyl]-6-(1-methylpyrazol-4-yl)triazolo[1,5-a]pyridine-3-carboxamide